N1=C(N=CC=C1)C1=NC(=CC(=C1)C1=CC=NC=C1)C1=NC=CC=N1 2,6-bis(2-pyrimidinyl)-4,4'-bipyridine